FC1=C(CNC=2C(=CC(=C(C2)N2C(NC=3C(C2=O)=C(SC3)C(=O)O)=O)F)OC)C(=CC=C1F)OC(C)C 3-(5-((2,3-difluoro-6-isopropyloxybenzyl)amino)-2-fluoro-4-methoxyphenyl)-2,4-dioxo-1,2,3,4-tetrahydrothieno[3,4-d]pyrimidine-5-carboxylic acid